3-methylpyridine hexafluorophosphate F[P-](F)(F)(F)(F)F.CC=1C=NC=CC1